FC1=C(C=CC(=C1)F)NC(=O)[C@H]1C(N(C[C@@H]1C=1C=NN(C1C(F)(F)F)C)C)=O (3S,4S)-N-(2,4-difluorophenyl)-1-methyl-4-[1-methyl-5-(trifluoromethyl)pyrazol-4-yl]-2-oxo-pyrrolidine-3-carboxamide